C(C)(C)C1=CC=C(C=C1)C=CC(=O)C1(CNCCC1)C1=C(OCC(C(=O)O)C)C=CC=C1 3-(3-(4-isopropylphenylacryloyl)piperidin-3-ylphenoxy)-2-methylpropanoic acid